NC1=NC=C(C(=N1)N)OC=1C(=CC(=C(C1)C(C)=O)OC)C(C)C 1-[5-(2,4-Diamino-pyrimidin-5-yloxy)-4-isopropyl-2-methoxy-phenyl]-ethanone